CC=1NC=C(N1)N 2-methyl-1H-imidazol-4-amine